(1S,2R)-1-(6-bromo-2-methoxyquinolin-3-yl)-4-dimethylamino-2-(1-naphthalenyl)-1-phenyl-butan-2-ol BrC=1C=C2C=C(C(=NC2=CC1)OC)[C@@H]([C@@](CCN(C)C)(O)C1=CC=CC2=CC=CC=C12)C1=CC=CC=C1